2-(8-((2s,5r)-2-ethyl-4-(3-methoxy-1-(2-methylbenzo[d]thiazol-6-yl)propyl)-5-methylpiperazin-1-yl)-5-methyl-6-oxo-5,6-dihydroimidazo[1,2-b]pyridazin-2-yl)acetonitrile C(C)[C@@H]1N(C[C@H](N(C1)C(CCOC)C1=CC2=C(N=C(S2)C)C=C1)C)C=1C=2N(N(C(C1)=O)C)C=C(N2)CC#N